6-(1-(bicyclo[1.1.1]pentan-1-yl)-4-(4-fluorophenyl)-1H-imidazol-5-yl)imidazo[1,2-b]pyridazine-3-carboxamide C12(CC(C1)C2)N2C=NC(=C2C=2C=CC=1N(N2)C(=CN1)C(=O)N)C1=CC=C(C=C1)F